FC(C(=O)O)(F)F.ClC=1C=C(NC=2C=3N(C=CN2)C(=CN3)C3=C(C(=C(OCC#N)C=C3)F)F)C=CC1C(=O)N1CCC(CC1)C(=O)N1C(CNCC1)CO 2-[4-[8-[3-chloro-4-[4-[2-(hydroxymethyl)piperazine-1-carbonyl]piperidine-1-carbonyl]anilino]imidazo[1,2-a]pyrazin-3-yl]-2,3-difluoro-phenoxy]acetonitrile trifluoroacetate